C(C)OC1CCC(CC1)NC1=NC(=NC=C1C(=O)N)NC1CCOCC1 4-((1s,4s)-4-ethoxycyclohexylamino)-2-(tetrahydro-2H-pyran-4-ylamino)pyrimidine-5-carboxamide